C12(CC(C1)C2)NC(=O)C=2C(N(C1=NC=C(C=C1C2O)C2CCC2)CCN2CCOCC2)=O N-(bicyclo[1.1.1]pent-1-yl)-6-cyclobutyl-4-hydroxy-1-(2-morpholinoethyl)-2-oxo-1,2-dihydro-1,8-naphthyridine-3-carboxamide